5-(((2-hydroxyethyl)amino)methyl)-N-(3'-(2-(((2-hydroxyethyl)amino)methyl)-[1,2,4]triazolo[1,5-a]pyridin-7-yl)-2,2'-dimethyl-[1,1'-biphenyl]-3-yl)picolinamide OCCNCC=1C=CC(=NC1)C(=O)NC=1C(=C(C=CC1)C1=C(C(=CC=C1)C1=CC=2N(C=C1)N=C(N2)CNCCO)C)C